(S)-2-(7-(5-chloro-2-((tetrahydro-2H-pyran-4-yl)amino)pyrimidin-4-yl)-1-oxo-3,4-dihydropyrrolo[1,2-a]pyrazin-2(1H)-yl)-N-((S)-2-hydroxy-1-(m-tolyl)ethyl)propanamide ClC=1C(=NC(=NC1)NC1CCOCC1)C=1C=C2N(CCN(C2=O)[C@H](C(=O)N[C@H](CO)C=2C=C(C=CC2)C)C)C1